OC1=C(N=C(N(C1=O)C)C1=C(C=CC=C1)NC1CC(C1)O)C(=O)NC=1C=NOC1 5-hydroxy-2-(2-(((1s,3s)-3-hydroxycyclobutyl)amino)phenyl)-N-(isoxazol-4-yl)-1-methyl-6-oxo-1,6-dihydropyrimidine-4-carboxamide